3-((2S)-3-(8-(4-fluorophenylsulfonyl)-1-oxa-8-azaspiro[4.5]decan-3-ylamino)-2-hydroxypropoxy)-N-methylbenzenesulfonamide FC1=CC=C(C=C1)S(=O)(=O)N1CCC2(CC(CO2)NC[C@@H](COC=2C=C(C=CC2)S(=O)(=O)NC)O)CC1